ClC=1C=C(C=CC1F)NC1=C2C=C(NC2=CC(=C1)NCC)C(=O)OCC Ethyl 4-((3-chloro-4-fluorophenyl) amino)-6-ethylamino-1H-indole-2-carboxylate